N1(C=NC=C1)C1=C(C=C(C=2N=CN(C21)C)C2=CC=C(C=C2)OC(F)(F)F)CO [4-imidazol-1-yl-3-methyl-7-[4-(trifluoromethoxy)phenyl]benzimidazol-5-yl]methanol